C(C1=CC=CC=C1)NC1=C2N=CN(C2=NC(=N1)C=1C=NC=C(C1)OC)[C@H]1[C@@H]([C@@H]([C@H](O1)C(=O)NC)O)O (2S,3S,4R,5R)-5-(6-(benzylamino)-2-(5-methoxypyridin-3-yl)-9H-purin-9-yl)-3,4-dihydroxyl-N-methyl-tetrahydrofuran-2-formamide